C(C)(=O)C1=C(C=C(C=C1)Cl)C1=CC(N(C=C1OC)[C@@H](C(=O)NC1=CC=C(C(=O)O)C=C1)CC1=NC=CC=C1)=O (R)-4-(2-(4-(2-acetyl-5-chlorophenyl)-5-methoxy-2-oxopyridin-1(2H)-yl)-3-(pyridin-2-yl)propionylamino)benzoic acid